CC1(OC(C2=C(O1)C=CC(=C2)[N+](=O)[O-])=O)C 2,2-dimethyl-6-nitro-4H-benzo[d][1,3]dioxin-4-one